2-amino-4,5-dichlorobenzoic acid NC1=C(C(=O)O)C=C(C(=C1)Cl)Cl